4,4'-methylenebis(N,N-di(2-hydroxypropyl)aniline) C(C1=CC=C(N(CC(C)O)CC(C)O)C=C1)C1=CC=C(N(CC(C)O)CC(C)O)C=C1